BrC1=C(C=CC=C1)CN1C(N(C2(C1)CCC(CC2)(C2=CC=CC=C2)N(C)C)CC2CCC2)=O 3-[(2-bromophenyl)-methyl]-1-(cyclobutyl-methyl)-8-dimethylamino-8-phenyl-1,3-diazaspiro[4.5]decan-2-one